2-(1-Cyclopropyl-4-methoxy-1H-pyrazol-5-yl)-5-methoxy-N-((1-(1-methyl-4-(trifluoromethyl)-1H-imidazol-2-yl)piperidin-4-yl)methyl)pyrimidin-4-amine C1(CC1)N1N=CC(=C1C1=NC=C(C(=N1)NCC1CCN(CC1)C=1N(C=C(N1)C(F)(F)F)C)OC)OC